N(=[N+]=[N-])C/C=C/CC1=CC=CC=C1 (E)-(4-azidobut-2-en-1-yl)benzene